tert-butyl 4-((2-methyl-4-nitrophenyl)amino)piperidine-1-carboxylate CC1=C(C=CC(=C1)[N+](=O)[O-])NC1CCN(CC1)C(=O)OC(C)(C)C